5-methyl-4-(propan-2-yl)-1H-pyrazole CC1=C(C=NN1)C(C)C